C(C)(C)(C)C=1C=C(C=C(C1O)C(C)(C)C)CCC(=O)OC(CN1C(CC(CC1(C)C)OC(CCC1=CC(=C(C(=C1)C(C)(C)C)O)C(C)(C)C)=O)(C)C)CC 1-[2-{3-(3,5-dit-butyl-4-hydroxyphenyl)propionyloxy}butyl]-4-[3-(3,5-di-t-butyl-4-hydroxyphenyl)propionyloxy]2,2,6,6-tetramethylpiperidine